ethylene neopentylene adipate C1(CCCCC(=O)OCC(CO1)(C)C)=O.C=C